[Br-].ClC1=C(C=NC=C1)C[P+](C1=CC=CC=C1)(C1=CC=CC=C1)C1=CC=CC=C1 ((4-chloropyridin-3-yl)methyl)triphenylphosphonium bromide